(R)-(4-chloro-3,5-difluorophenyl)(3-(3-cyclopropyl-1,2,4-thiadiazol-5-yl)-8-methyl-5,6-dihydro-[1,2,4]triazolo[4,3-a]pyrazin-7(8H)-yl)methanone ClC1=C(C=C(C=C1F)C(=O)N1[C@@H](C=2N(CC1)C(=NN2)C2=NC(=NS2)C2CC2)C)F